methyl (2R)-2-{[(E)-{2-chloro-4-fluoro-5-[3-methyl-2,6-dioxo-4-(trifluoromethyl)-3,6-dihydropyrimidin-1(2H)-yl]benzylidene}amino]oxy}butanoate ClC1=C(\C=N\O[C@@H](C(=O)OC)CC)C=C(C(=C1)F)N1C(N(C(=CC1=O)C(F)(F)F)C)=O